tert-butyl 3-[4-(2,3-dichloro-6-[[2-(trimethylsilyl)ethoxy]methoxy]phenyl)-3-methyl-2-oxopyrrolidin-1-yl]azetidine-1-carboxylate ClC1=C(C(=CC=C1Cl)OCOCC[Si](C)(C)C)C1C(C(N(C1)C1CN(C1)C(=O)OC(C)(C)C)=O)C